ClC1=NC(=CC2=C1N(C=N2)CC)C2=CC=C1C(=C2)N(C(C12CCN(CC2)C2COC2)=O)C2CC(C2)N2CC(CC2)(C)C 6-(4-chloro-3-ethyl-3H-imidazo[4,5-c]pyridin-6-yl)-1-((1s,3s)-3-(3,3-dimethylpyrrolidin-1-yl)cyclobutyl)-1'-(oxetan-3-yl)spiro[indolin-3,4'-piperidin]-2-one